C1=CC=CC2=CC3=CC=CC=C3C(=C12)C[N+]1=C2N(CCC1)CCCN2CC 1-(Anthracen-9-ylmethyl)-9-ethyl-3,4,6,7,8,9-hexahydro-2H-pyrimido[1,2-a]pyrimidin-1-ium